CN1COC2=C1C=CC=C2 3-Methylbenzoxazoline